FC1(CC(C1)N1C[C@@H](CCC1)OC=1C=C2CN(C(C2=CC1)=O)[C@H]1C(NC(CC1)=O)=O)F (R)-3-(5-(((R)-1-(3,3-difluorocyclobutyl)piperidin-3-yl)oxy)-1-oxoisoindolin-2-yl)piperidine-2,6-dione